2-[3-[(2-butyldecyl)oxy]-2-(sulfoxy)propyl]-3,4-dihydroisoquinolinium C(CCC)C(COCC(C[N+]1=CC2=CC=CC=C2CC1)OS(=O)(=O)O)CCCCCCCC